CC1=CC=C(C=C1)S(=O)(=O)OC#CC Propynyl p-toluenesulfonate